OC(C(=O)[O-])C(O)(C(=O)O)CC(=O)O.[K+] mono-potassium (-)-hydroxycitrate